CC(C(C)O)(CC)O 3-Methylpentan-2,3-diol